N[C@H](C(=O)O)CC=1N=CNC1S (S)-2-amino-3-(5-mercapto-1H-imidazol-4-yl)propionic acid